P(=S)([O-])([O-])O.[Ca+2].FC(C1=NN=C(O1)C1=CN=C(S1)CN(S(=O)(=O)CC)C=1C=NC=C(C1)OC(F)(F)F)F N-[[5-[5-(difluoromethyl)-1,3,4-oxadiazol-2-yl]thiazol-2-yl]methyl]-N-[5-(trifluoromethoxy)-3-pyridyl]ethanesulfonamide calcium monothiophosphate